(R)-2-(1-azidoethyl)-5-fluoro-3-(3-fluorophenyl)-4H-chromen-4-one N(=[N+]=[N-])[C@H](C)C=1OC2=CC=CC(=C2C(C1C1=CC(=CC=C1)F)=O)F